(1S,4R,5R)-5-[(tert-butyldiphenylsilyl)oxy]-2-azabicyclo[2.2.1]Heptan-3-one [Si](C1=CC=CC=C1)(C1=CC=CC=C1)(C(C)(C)C)O[C@H]1[C@@H]2C(N[C@H](C1)C2)=O